racemic-(3aR,4R,6aS)-N,N-dimethyl-1,2,3,3a,4,5,6,6a-octahydrocyclopenta[c]pyrrol-4-amine CN([C@@H]1CC[C@@H]2CNC[C@@H]21)C |r|